ClC1=CC(=NC=N1)N1C[C@@H](C(C1)(F)F)OC1=CC2=C(C=N1)C=NN2CC(F)(F)F 6-[(3S)-1-(6-chloropyrimidin-4-yl)-4,4-difluoro-pyrrolidin-3-yl]oxy-1-(2,2,2-trifluoroethyl)pyrazolo[4,3-c]pyridine